C(CCC)SC1=C(C=C(C=C1OC)C=C(CC)[N+](=O)[O-])OC butyl-(2,6-dimethoxy-4-(2-nitrobut-1-en-1-yl)phenyl)sulfane